NCC(=O)N1C[C@@H]([C@@H](CC1)NC1=CC=CC=2N1N=C(C2C=C)C#CCNC2=C(C=C(C=C2)S(=O)(=O)C)OC)F 2-amino-1-((3S,4R)-3-fluoro-4-((2-(3-((2-methoxy-4-(methylsulfonyl)phenyl)amino)prop-1-yn-1-yl)-3-vinylpyrazolo[1,5-a]pyridin-7-yl)amino)piperidin-1-yl)ethan-1-one